(S)-1-((R)-3-Amino-1-(4-((6-amino-9H-purin-9-yl)methyl)-6-(2,5-difluoro-4-methoxyphenyl)pyridin-3-yl)piperidin-3-yl)-2,2-difluoroethan-1-ol N[C@]1(CN(CCC1)C=1C=NC(=CC1CN1C2=NC=NC(=C2N=C1)N)C1=C(C=C(C(=C1)F)OC)F)[C@@H](C(F)F)O